2-Ethynyl-5-methoxypyrazine C(#C)C1=NC=C(N=C1)OC